C(C1=CC=CC=C1)OC(=O)N1CCC(CC1)OC(CCNC=1N=[N+](C2=C([N+]1[O-])C=CC(=C2)Br)[O-])=O ((3-((1-(benzyloxycarbonyl)piperidin-4-yl)oxy)-3-oxopropyl)amino)-7-bromo-benzo[e][1,2,4]triazine-1,4-dioxide